3-(5-amino-2-chloro-4-fluorophenyl)-7-(methylamino)-1-(2,2,2-trifluoroethyl)-1,6-naphthyridin-2(1H)-one NC=1C(=CC(=C(C1)C=1C(N(C2=CC(=NC=C2C1)NC)CC(F)(F)F)=O)Cl)F